N1=C(C=CC=2CCCCC12)C(=O)[O-] 5,6,7,8-tetrahydroquinoline-2-carboxylate